6-((1H-pyrrolo[2,3-b]-pyridin-5-yl)methyl)-N-(4-methoxy-3-(trifluoro-methyl)phenyl)-4,5,6,7-tetrahydrothieno[2,3-c]-pyridine-3-carboxamide N1C=CC=2C1=NC=C(C2)CN2CC1=C(CC2)C(=CS1)C(=O)NC1=CC(=C(C=C1)OC)C(F)(F)F